C(C)(C)C=1C=2N(C=CC1)N=C(C2)[C@H]2N(CCC1=C2N=CN1)C=1OC(=NN1)C (S)-2-(4-(4-isopropylpyrazolo[1,5-a]pyridin-2-yl)-1,4,6,7-tetrahydro-5H-imidazo[4,5-c]pyridin-5-yl)-5-methyl-1,3,4-oxadiazole